tert-butyl 4-(N-(6-cyano-3-nitropyridin-2-yl)-2-ethoxy-2-oxoacetamido)piperidine-1-carboxylate C(#N)C1=CC=C(C(=N1)N(C(C(=O)OCC)=O)C1CCN(CC1)C(=O)OC(C)(C)C)[N+](=O)[O-]